COC1=NN(C=C1[N+](=O)[O-])CCCCCCCNC(OC(C)(C)C)=O tert-butyl N-[7-(3-methoxy-4-nitro-pyrazol-1-yl)heptyl]carbamate